(R)-6-bromo-8-chloro-9-ethyl-4-methyl-1,3,4,5-tetrahydro-2H-benzo[b][1,4]diazepin-2-one BrC1=CC(=C(C=2NC(C[C@H](NC21)C)=O)CC)Cl